9-(p-n-butylphenyl)acridine C(CCC)C1=CC=C(C=C1)C=1C2=CC=CC=C2N=C2C=CC=CC12